ClC=1C=C(C=CC1N1C(N(C=C1)C)=O)C1=C(C(=CC(=C1)F)C1=CC(=NC=C1)N1CCN(CC1)C(C)C)O 1-(3-chloro-5'-fluoro-2'-hydroxy-3'-(2-(4-isopropylpiperazin-1-yl)pyridin-4-yl)-[1,1'-biphenyl]-4-yl)-3-methyl-1H-imidazol-2(3H)-one